O1CC(C1)N1N=CC=C1 1-(oxetan-3-yl)pyrazol